Cl.COC=1C=C(C=CC1OC)NN 3,4-dimethoxyphenylhydrazine hydrochloride